C(C)(C)(C)C1N(CCCN(C1)C1=NC=NC2=CC(=C(C=C12)OC)OCC(=O)N)C(=O)O tert-butyl-4-(7-(2-amino-2-oxoethoxy)-6-methoxyquinazolin-4-yl)-1,4-diazacycloheptane-1-carboxylic acid